(S)-benzyl 2-amino-3-(3-(trifluoromethoxy)phenyl)propanoate N[C@H](C(=O)OCC1=CC=CC=C1)CC1=CC(=CC=C1)OC(F)(F)F